[Cl-].C(C)OC(CCCCC\C=C/CCC[P+](C)(C)C)OCC (4Z)-11,11-diethoxy-4-undecenyltrimethylphosphonium chloride